2-Bromo-5-chloropyridin-3-yl 3-deoxy-2-O-ethyl-3-[4-(3,4,5-trifluorophenyl)-1H-1,2,3-triazol-1-yl]-1-thio-α-D-galactopyranoside C(C)O[C@H]1[C@@H](SC=2C(=NC=C(C2)Cl)Br)O[C@@H]([C@@H]([C@@H]1N1N=NC(=C1)C1=CC(=C(C(=C1)F)F)F)O)CO